ClC1=C(C(=O)NC2=C3C=NN(C3=CC=C2)C2=CC(=NC(=C2)C)C)C=C(C=C1)CNC(C(C)(C)C)=O 2-Chloro-5-{[(2,2-dimethylpropionyl)amino]methyl}-N-[1-(2,6-dimethylpyridin-4-yl)-1H-indazol-4-yl]benzamide